C[Si]([SiH2][SiH2][Si](C)(C)C)(C)C 1,2-bis(trimethylsilyl)disilane